C(=C)C1(NC=NC(=N1)N)N 2-vinyl-2,4-diamino-s-triazine